4-(6,7,8,9-tetrahydro-1H-pyrazolo[3,4-c]phenanthridin-5-yl)phenol N1N=CC2=C1C=CC1=C3CCCCC3=C(N=C21)C2=CC=C(C=C2)O